C(C)(C)(C)OC(=O)N[C@H](C)C=1C(=C(C=CC1)C=1C=C(C2=C(C(=CO2)COC2=C(C=CC=C2)CC(=O)OCC)C1)CC1CCOCC1)F (R)-ethyl 2-(2-((5-(3-(1-((tert-butoxycarbonyl)amino)ethyl)-2-fluorophenyl)-7-((tetrahydro-2H-pyran-4-yl)methyl)benzofuran-3-yl)methoxy)phenyl)acetate